OCCOCCOC1=C(C=C(C(=C1)OCCOCCO)OCCOCCO)C1(C2=CC=CC=C2C=2C=CC=CC12)C1=C(C=C(C(=C1)OCCOCCO)OCCOCCO)OCCOCCO 9,9-bis{2,4,5-tri[2-(2-hydroxyethoxy)ethoxy]phenyl}fluorene